3,6-dimethylpyridazin CC=1N=NC(=CC1)C